CN1C=NC2=C(C1=O)C(=NC=C2C2=CC=C(C=C2)C(F)(F)F)NC2CC(C2)C(=O)N (1R,3R)-3-((3-methyl-4-oxo-8-(4-(trifluoromethyl)phenyl)-3,4-dihydropyrido[4,3-d]pyrimidin-5-yl)amino)cyclobutane-1-carboxamide